2-(5-(N-(2-(2-(2-(2-Azidoethoxy)ethoxy)ethoxy)ethyl)piperidine-3-carboxamido)-2-oxopyridin-1(2H)-yl)acetic acid N(=[N+]=[N-])CCOCCOCCOCCN(C(=O)C1CNCCC1)C=1C=CC(N(C1)CC(=O)O)=O